dioxo-8-azaspiro[4.5]decane O=C1C(C2(CC1)CCNCC2)=O